NC=1C(=NC(=CC1C(=O)N)C1=CN=NC=C1)C1=C(C(=CC=C1C)OC)C 3-amino-2-(3-methoxy-2,6-dimethyl-phenyl)-6-pyridazin-4-yl-pyridine-4-carboxamide